O=C1N(C(C=C1)=O)CCCC[C@H](NC(CCOCCOCCOCCOCCOCCOCCOCCOC)=O)C(=O)O (28S)-28-[4-(2,5-dioxo-2,5-dihydro-1H-pyrrol-1-yl)butyl]-26-oxo-2,5,8,11,14,17,20,23-octaoxa-27-azanonacosane-29-oic acid